1-octyl-3-methylimidazole bis-trifluoromethanesulfonimide salt [N-](S(=O)(=O)C(F)(F)F)S(=O)(=O)C(F)(F)F.[N-](S(=O)(=O)C(F)(F)F)S(=O)(=O)C(F)(F)F.C(CCCCCCC)N1CN(C=C1)C